OC1=CC=C(OC2=CC=C(C=C2)C(=O)C2=CC=C(C=C2)O)C=C1 (4-(4-hydroxyphenoxy)-phenyl)(4-hydroxyphenyl)methanone